C(C=C)N1NC2=CC(=CC=C2C1=O)[N+](=O)[O-] 2-allyl-6-nitro-1,2-dihydro-3H-indazol-3-one